NC=1C(NC(N(N1)C1C2CCC2C(C(C1)C)OC=1C=C2C3(C(NC2=CC1)=O)CCC3)=O)=O 6-amino-2-(4-methyl-5-((2'-oxospiro[cyclobutane-1,3'-indolin]-5'-yl)oxy)bicyclo[4.2.0]octan-2-yl)-1,2,4-triazine-3,5(2H,4H)-dione